2,4,6-tris(4-methoxyphenyl)pyrylium tetrafluoroborate F[B-](F)(F)F.COC1=CC=C(C=C1)C1=[O+]C(=CC(=C1)C1=CC=C(C=C1)OC)C1=CC=C(C=C1)OC